2-[1-(1,3-thiazol-5-yl)-1H-pyrazol-3-yl]acetic acid S1C=NC=C1N1N=C(C=C1)CC(=O)O